NC1=C(C=C(C(=N1)F)C1=NC(=C(C=C1)C1CCOCC1)CN(C)C)C=1C=C2CCNC(C2=CC1)=O 6-(6'-amino-6-((dimethylamino)methyl)-2'-fluoro-5-(tetrahydro-2H-pyran-4-yl)-[2,3'-bipyridin]-5'-yl)-3,4-dihydroisoquinolin-1(2H)-one